2-ethoxy-2-methyl-N-phenyl-1-aza-2-silacyclopentane C(C)O[Si]1(N(CCC1)C1=CC=CC=C1)C